ClC=1C(=CC(=C(C1)NC1=NC=NC2=CC(=C(C=C12)NC(C=C)=O)OCC1CCN(CC1)C)C(C)(C)O)OC1=CC(=CC=C1)C(F)(F)F N-(4-((5-chloro-2-(2-hydroxypropan-2-yl)-4-(3-(trifluoromethyl)phenoxy)phenyl)amino)-7-((1-methylpiperidin-4-yl)methoxy)quinazolin-6-yl)acrylamide